C(C)(C)(C)OC(CCN1CCN(CC1)C(=O)OCC1=CC=CC=C1)=O benzyl 4-(3-(tert-butoxy)-3-oxopropyl)piperazine-1-carboxylate